FC1=C(C(=C(C(=C1OC(C(CC)N=[N+]=[N-])=O)F)F)F)F azido-butyric acid pentafluorophenyl ester